(2R,3S)-2-(3-(5-bromo-4-methyl-1H-benzo[d]imidazol-1-yl)prop-1-ynyl)piperidin-3-ol BrC1=C(C2=C(N(C=N2)CC#C[C@H]2NCCC[C@@H]2O)C=C1)C